NC1=NC=NN2C1=CC=C2[C@H]2[C@@H]([C@@H]([C@@](O2)(CF)COP(=O)(OC2=CC=CC=C2)N[C@@H](C)C(=O)OCC(CCC)CCC)O)O 2-propylpentyl ((((2R,3S,4R,5S)-5-(4-aminopyrrolo[2,1-f][1,2,4]triazin-7-yl)-2-(fluoromethyl)-3,4-dihydroxytetrahydrofuran-2-yl)methoxy)(phenoxy)phosphoryl)-L-alaninate